ClC=1C=C(C=C(C1)NS(=O)(=O)C)NC(=O)C=1C=NN(C1)C1=C(C=CC=C1)OC=1C=NC=CC1 N-(3-chloro-5-(methylsulfonamido)phenyl)-1-(2-(pyridin-3-yloxy)phenyl)-1H-pyrazole-4-carboxamide